1-(4-Chloro-7-((2-(trimethylsilyl)ethoxy)methyl)-7H-pyrrolo[2,3-d]pyrimidin-6-yl)cyclohexan-1-ol ClC=1C2=C(N=CN1)N(C(=C2)C2(CCCCC2)O)COCC[Si](C)(C)C